(R/S)-(4-(5-(1-(difluoromethyl)-1H-imidazol-5-yl)benzo[d]oxazol-2-yl)pyridin-2-yl)(4-((2-(difluoromethyl)-2H-tetrazol-5-yl)(phenyl)methyl)piperazin-1-yl)methanone FC(N1C=NC=C1C=1C=CC2=C(N=C(O2)C2=CC(=NC=C2)C(=O)N2CCN(CC2)[C@H](C2=CC=CC=C2)C=2N=NN(N2)C(F)F)C1)F |r|